ethyl (S)-9,10-difluoro-3-methyl-7-oxo-2,3-dihydro-7H-[1,4]oxazino[2,3,4-ij]quinoline-6-carboxylate FC=1C=C2C(C(=CN3C2=C(C1F)OC[C@@H]3C)C(=O)OCC)=O